CN1CCN(CC1)C1=CC=C(C=C1)NC(=O)C1=NNC2=CC=CC=C12 N-(4-(4-methylpiperazin-1-yl)phenyl)-1H-indazole-3-carboxamide